O[C@]12[C@H]([C@H]([C@](OC3=CN=CC(=C31)OC)(C2=O)C2=CC=C(C=C2)C(F)(F)F)C2=CC=CC=C2)C(=O)OC |&1:4| rac-methyl (3S,4S,5R)-5-hydroxy-6-methoxy-10-oxo-3-phenyl-2-(4-(trifluoromethyl)phenyl)-2,3,4,5-tetrahydro-2,5-methanooxepino[2,3-c]pyridine-4-carboxylate